P(=O)(O)(O)O.C1(=CC=CC2=CC=CC=C12)NC(=N)N Naphthyl-guanidine phosphate